(2S,4R)-4-fluoro-N-[(S)-[3-fluoro-4-(1-methylcyclopropyl)phenyl](phenyl)-methyl]-1-[2-(1-methyl-1H-indol-3-yl)acetyl]pyrrolidine-2-carboxamide F[C@@H]1C[C@H](N(C1)C(CC1=CN(C2=CC=CC=C12)C)=O)C(=O)N[C@@H](C1=CC=CC=C1)C1=CC(=C(C=C1)C1(CC1)C)F